4-[5-(aminomethyl)pyrimidin-2-yl]-3-(5-cyclopropyl-2-methylpyrazol-3-yl)oxybenzonitrile NCC=1C=NC(=NC1)C1=C(C=C(C#N)C=C1)OC=1N(N=C(C1)C1CC1)C